[Br-].[Br-].C(C#C)[N+]1(CCCC1)CC#C.C(C#C)[N+]1(CCCC1)CC#C 1,1-bis(prop-2-yn-1-yl)pyrrolidin-1-ium Bromide bromide